ClC1=NC=C(C(=N1)C#CC)F 2-chloro-5-fluoro-4-(prop-1-yn-1-yl)pyrimidine